3-(5-(((1-(4-((5-chloro-4-((2-(dimethylphosphono)phenyl)amino)pyrimidin-2-yl)amino)-3-methoxyphenyl)piperidin-4-yl)(methyl)amino)methyl)-4-fluoro-1-oxoisoindoline-2-yl)piperidine ClC=1C(=NC(=NC1)NC1=C(C=C(C=C1)N1CCC(CC1)N(C)CC=1C(=C2CN(C(C2=CC1)=O)C1CNCCC1)F)OC)NC1=C(C=CC=C1)P(=O)(OC)OC